N-{[3,3'-bipyridine]-6-yl}-7-thia-2,5-diazatricyclo[6.4.0.02,6]dodeca-1(12),3,5,8,10-pentaene-4-carboxamide N1=CC(=CC=C1NC(=O)C1=CN2C3=CC=CC=C3SC2=N1)C=1C=NC=CC1